t-butyl (2-(methoxy-d3)-3-(pyrimidin-2-yl)phenyl)carbamate C(OC1=C(C=CC=C1C1=NC=CC=N1)NC(OC(C)(C)C)=O)([2H])([2H])[2H]